ethyl 5-({[(1Z)-amino (3-methyl-5-nitropyridin-2-yl) methylene] amino} oxy)-5-oxopentanoate N\C(\C1=NC=C(C=C1C)[N+](=O)[O-])=N/OC(CCCC(=O)OCC)=O